FC1=C(C(=CC(=C1)F)O)C1=NN=C(C2=CC=CC=C12)NC[C@@H](CO)O (2S)-3-[[4-(2,4-difluoro-6-hydroxy-phenyl)phthalazin-1-yl]amino]propane-1,2-diol